3-(difluoromethyl)-N-[(3R)-7-fluoro-1,1,3-trimethyl-2,3-dihydro-1H-indene-4-yl]-1-methyl-1H-pyrazole-4-carboxamide FC(C1=NN(C=C1C(=O)NC1=C2[C@@H](CC(C2=C(C=C1)F)(C)C)C)C)F